FC(=CC=1C=NC(=NC1)N1CCN(CC1)C(=O)OC(C)(C)C)F tert-Butyl 4-(5-(2,2-difluorovinyl)pyrimidin-2-yl)piperazine-1-carboxylate